4-methoxy-4-methyl-3,4,5,6-tetrahydro-[1,1'-biphenyl] COC1(CC=C(CC1)C1=CC=CC=C1)C